6-(3-methylimidazo[4,5-c]pyridin-7-yl)-3-(4-morpholinoanilino)-5-(trifluoromethyl)pyrazine-2-carboxylic acid CN1C=NC2=C1C=NC=C2C2=C(N=C(C(=N2)C(=O)O)NC2=CC=C(C=C2)N2CCOCC2)C(F)(F)F